FC1(CCN(CC1)C(=O)C=1C=CC(=NC1)C=1C=C(C2=C(C=C(O2)CNC(OC(C)(C)C)=O)C1)OC(F)(F)F)F tert-Butyl (5-(5-(4,4-difluoropiperidine-1-carbonyl)pyridin-2-yl)-7-(trifluoromethoxy)benzofuran-2-yl)methylcarbamate